C(C)(C)(C)OC(=O)N[C@@H](CCCNC(N)=N)C(=O)N([C@@H](CCCCN)C(=O)C=1C=C2C=CC=C(C2=CC1)CCC(=O)N([C@@H](CC(C)C)C(=O)N[C@@H](C(C)C)C(=O)O)N)C(CCCCCCCCCCCCCCCCC)=O 6-(N2-(tert-Butoxycarbonyl-L-arginyl)-N2-stearoyl-lysyl)-amino-3-(1-naphthyl)-propionyl-leucyl-valine